(R)-N-(tert-butyl)-2-(6-(3-methylmorpholino)-1-(1-((2-(trimethylsilyl)ethoxy)methyl)-1H-pyrazol-3-yl)-1H-pyrazolo[3,4-b]pyridin-4-yl)benzenesulfonamide C(C)(C)(C)NS(=O)(=O)C1=C(C=CC=C1)C1=C2C(=NC(=C1)N1[C@@H](COCC1)C)N(N=C2)C2=NN(C=C2)COCC[Si](C)(C)C